methyl 1-(5-((2,6-dichloro-benzyl)oxy)-7-fluoro-2,3-dihydro-1H-inden-1-yl)piperidine-4-carboxylate ClC1=C(COC=2C=C3CCC(C3=C(C2)F)N2CCC(CC2)C(=O)OC)C(=CC=C1)Cl